CC1(C([C@H](OC1=O)CC(=O)NC1=CC=C(C=C1)C#C)=C)C (R)-2-(4,4-dimethyl-3-methylene-5-oxotetrahydrofuran-2-yl)-N-(4-ethynylphenyl)acetamide